C(#N)C1=C(C=C(C=C1)F)[C@H]([C@H](C)C=1N(C(C(=C(N1)C(=O)NC=1C=NOC1)O)=O)C)C=1C=NN(C1)CCOC(F)(F)F 2-((1S,2S)-1-(2-cyano-5-fluorophenyl)-1-(1-(2-(trifluoromethoxy)ethyl)-1H-pyrazol-4-yl)propan-2-yl)-5-hydroxy-N-(isoxazol-4-yl)-1-methyl-6-oxo-1,6-dihydropyrimidine-4-carboxamide